(5,5-dimethyl-4,5,6,7-tetrahydrobenzo[d]thiazol-2-yl)methyl ((2-(2,6-dioxopiperidin-3-yl)-4-fluoro-3-oxoisoindolin-5-yl)methyl)carbamate O=C1NC(CCC1N1CC2=CC=C(C(=C2C1=O)F)CNC(OCC=1SC2=C(N1)CC(CC2)(C)C)=O)=O